IC(=CCO)C 3-iodo-3-methylpropan-2-en-1-ol